N-(2-fluoro-2-methylpropyl)-5-(1-methyl-1H-benzo[d][1,2,3]triazol-6-yl)pyrrolo[2,1-f][1,2,4]triazin-2-amine FC(CNC1=NN2C(C=N1)=C(C=C2)C=2C=CC1=C(N(N=N1)C)C2)(C)C